N-(2-(azetidin-1-yl)ethyl)-8-methyl-3-(3-methylbenzyl)quinoxaline-2-amine trifluoroacetate FC(C(=O)O)(F)F.N1(CCC1)CCNC1=NC2=C(C=CC=C2N=C1CC1=CC(=CC=C1)C)C